FC1=C(C(=CC=C1)C1=NC=CC=N1)C(=O)N1CC2CNCC2C1 (2-fluoro-6-(pyrimidin-2-yl)phenyl)((3R,6S)-hexahydropyrrolo[3,4-c]pyrrole-2(1H)-yl)methanone